ClC1=C(NC2=NSC3=C2C=CC(=C3)Cl)C=CC=C1C1=CC=CC=C1 3-(2-Chloro-3-phenylanilino)-6-chlorobenzisothiazole